O=C(C(=O)OC)C=1C(OC2=CC=CC=C2C1)=O methyl 2-oxo-2-(2-oxo-2H-chromen-3-yl)acetate